3-((3R,4R)-3-((7-(2-(4-isobutylphenyl)propionyl)-7H-pyrrolo[2,3-d]pyrimidin-4-yl)(methyl)amino)-4-methylpiperidin-1-yl)-3-oxopropionitrile C(C(C)C)C1=CC=C(C=C1)C(C(=O)N1C=CC2=C1N=CN=C2N([C@H]2CN(CC[C@H]2C)C(CC#N)=O)C)C